1-[N,N-bis(2-ethylhexyl)aminomethyl]methylbenzotriazole ethyl-2-(6-oxo-4-phenoxy-3-(((trifluoromethyl)sulfonyl)oxy)pyridazin-1(6H)-yl)acetate C(C)OC(CN1N=C(C(=CC1=O)OC1=CC=CC=C1)OS(=O)(=O)C(F)(F)F)=O.C(C)C(CN(CC(CCCC)CC)CCN1N=NC2=C1C=CC=C2)CCCC